C(C(O)C)(=O)O.C1(=CC=CC=C1)S(=O)(=O)OC1=C(C=CC=2CC3N(CC12)CCC=1C=C(C(=CC13)OC)OC)OC 2,3,10-Trimethoxy-5,6,7,8,13,13a-hexahydroisoquinolino[2,1-b]isoquinolin-9-yl benzenesulfonate lactate